ClC=1C=C2C=C([C@@H](OC2=CC1C(C)(C)C)C(F)(F)F)C(=O)O |o1:6| (R) or (S)-6-chloro-7-tert-butyl-2-trifluoromethyl-2H-chromene-3-carboxylic acid